CC1C(C2=CC=CC=C2C=2C=CC=CC12)CC(=O)N1CCCC1 (-)-2-(10-Methyl-9,10-dihydrophenanthren-9-yl)-1-(pyrrolidin-1-yl)ethan-1-one